C12C(C(C(CC1)C2)C(=O)[O-])C(=O)[O-].[Na+].[Na+] disodium bicyclo-[2.2.1]-heptane-2,3-dicarboxylate